OC=1CC=CC(C1)=O 2-hydroxy-4-oxo-cyclohexane-2,5-diene